2-(p-chlorophenyl)epoxyethane ClC1=CC=C(C=C1)C1CO1